C1(CC1)C1=NN=C(O1)C=O cyclopropyl-1,3,4-oxadiazole-2-carbaldehyde